N-(4-((2-(1,1-difluoroethyl)-6-(methylamino)pyrimidin-4-yl)amino)-5-ethoxypyridin-2-yl)acetamide FC(C)(F)C1=NC(=CC(=N1)NC1=CC(=NC=C1OCC)NC(C)=O)NC